C(C)(C)C1=C(C=C(C(=C1)C(C)C)N)N 4,6-diisopropyl-1,3-diaminobenzene